Cl.C(CCCCCC)C1OC2=CC(=CC=C2C(C1)NCC1=CC(=C(C=C1)F)Cl)OC 2-heptyl-4-(3-Chloro-4-fluorobenzylamino)-7-methoxychroman hydrochloride